2,3-difluoro-1-(4-iodo-2,6-dimethyl-phenoxy)-4-(4-pentylcyclohexyl)benzene FC1=C(C=CC(=C1F)C1CCC(CC1)CCCCC)OC1=C(C=C(C=C1C)I)C